N-({1-[(3-hydroxypiperidin-1-yl)methyl]Cyclopentyl}methyl)-4H,5H,6H,7H,8H,9H-cycloocta[b]Thiophene-2-carboxamide OC1CN(CCC1)CC1(CCCC1)CNC(=O)C1=CC2=C(S1)CCCCCC2